(S)-quinuclidin-3-yl (5-(3-chlorophenyl)-2,3-dihydro-1H-inden-1-yl)carbamate ClC=1C=C(C=CC1)C=1C=C2CCC(C2=CC1)NC(O[C@@H]1CN2CCC1CC2)=O